N[C@@H](C(=O)O)[C@@H](C)C1=CNC2=CC=CC=C12 (2R,3S)-2-amino-3-(1H-indol-3-yl)butanoic acid